1-Hexenyl acetate C(C)(=O)OC=CCCCC